NC1=C(C(C(=O)O)=CC=C1)O 3-aminosalicylic acid